OC(CC)C1=CC(=C(C=N1)C1=NC=C2C=C(N=CC2=C1)NC(C)=O)C N-(7-(6-(1-hydroxypropyl)-4-methylpyridin-3-yl)-2,6-naphthyridin-3-yl)acetamide